1-iodo-2-fluoroethane ICCF